C[C@H]1NCC[C@@H](C1)OC=1SC2=C(N1)SC(=N2)C2=CC=C(C1=C2NC=N1)C=1C=NNC1 7-(5-{[(2R,4S)-2-Methylpiperidin-4-yl]oxy}[1,3]thiazolo[5,4-d][1,3]thiazol-2-yl)-4-(1H-pyrazol-4-yl)-1H-benzimidazol